4-((2S,4R)-4-((S)-4-(6-((5-bromo-1-methyl-2-oxo-1,2-dihydropyridin-3-yl)amino)pyridin-3-yl)-3-methylpiperazin-1-yl)-2-methylpiperidin-1-yl)phthalic acid BrC=1C=C(C(N(C1)C)=O)NC1=CC=C(C=N1)N1[C@H](CN(CC1)[C@H]1C[C@@H](N(CC1)C=1C=C(C(C(=O)O)=CC1)C(=O)O)C)C